(2R,3R)-3,5,7-Trihydroxy-2-(3,4,5-trihydroxyphenyl)-chroman-4-one O[C@@H]1[C@H](OC2=CC(=CC(=C2C1=O)O)O)C1=CC(=C(C(=C1)O)O)O